FC1(CN(CC1)C1=NC=CC(=C1NC(=O)C=1C=NC(=C(C1)F)C(C)(C)O)C1=C(C=CC=C1)F)F N-[2-(3,3-difluoropyrrolidin-1-yl)-4-(2-fluoro-phenyl)-3-pyridyl]-5-fluoro-6-(1-hydroxy-1-methyl-ethyl)pyridine-3-carboxamide